3-[[6-(3,3-dimethylbut-1-ynyl)-1,3-benzothiazol-2-yl]carbamoyl]bicyclo[2.2.1]hept-5-ene-2-carboxylic acid CC(C#CC1=CC2=C(N=C(S2)NC(=O)C2C(C3C=CC2C3)C(=O)O)C=C1)(C)C